(R)-1-(5-cyano-2-fluorobenzyl)-1-methyl-3-(1-methyl-1H-pyrrolo[2,3-c]pyridin-7-yl)-3-(piperidin-3-yl)urea C(#N)C=1C=CC(=C(CN(C(=O)N([C@H]2CNCCC2)C=2N=CC=C3C2N(C=C3)C)C)C1)F